NC1=C2C(=NN1C(=O)NC1=NC(=CC=C1)C1=NN=CN1C(C)C)CCC2 3-amino-N-(6-(4-isopropyl-4H-1,2,4-triazol-3-yl)pyridin-2-yl)-5,6-dihydrocyclopenta[c]pyrazole-2(4H)-carboxamide